FC(C1=CC=C(C=C1)C=1N=C(SC1)N1C2CNC(C1)C2)(F)F 5-(4-(4-(trifluoromethyl)phenyl)thiazol-2-yl)-2,5-diazabicyclo[2.2.1]heptane